1,2,3,4-tetrahydro-2,6-naphthyridin-4-ol C1NCC(C2=CN=CC=C12)O